FC=1C=C(C=C(C1C=1N=NN(C1)C[C@@H]1NC(CCC1)=O)F)NC(CC1=C(C(=CC=C1)C(F)(F)F)F)=O (R)-N-(3,5-difluoro-4-(1-((6-oxopiperidin-2-yl)methyl)-1H-1,2,3-triazol-4-yl)phenyl)-2-(2-fluoro-3-(trifluoromethyl)phenyl)acetamide